C(C=C)C1C2CCC(CN1C(=O)[O-])N2CC2=CC=CC=C2 2-allyl-8-benzyl-3,8-diazabicyclo[3.2.1]octane-3-carboxylate